Francium dodecanoate C(CCCCCCCCCCC)(=O)[O-].[Fr+]